COC1=CC=C(CC(COCCOC(=O)C2=NC(=CC=C2)C(=O)OCCOCC(OC(=O)NCC2=CC=C(C=C2)N(C)C)CC2=CC=C(C=C2)OC)OC(=O)NCC2=CC=C(C=C2)N(C)C)C=C1 bis(2-{(4-methoxybenzyl)(4-dimethylaminobenzyl)amino carbonyloxyethoxy} ethyl)2,6-pyridinedicarboxylate